C1=CC=CC=2C3=CC=CC=C3N(C12)C1=CC=C(C(=O)O)C=C1 4-(9-carbazolyl)benzoic acid